C1(CC1)[C@H]1N(CCN(C1)C=1C=CC=2N=CN=C(C2N1)NC1=CC(=C(C=C1)OC1=CC2=C(N(N=N2)C)C=C1)C)C(C=C)=O (R)-1-(2-cyclopropyl-4-(4-((3-methyl-4-((1-methyl-1H-benzo[d][1,2,3]triazol-5-yl)oxy)phenyl)amino)pyrido[3,2-d]pyrimidin-6-yl)piperazin-1-yl)prop-2-en-1-one